5-[3-[(2S)-2-[(tert-butoxycarbonyl)amino]-4-carbamoylbutoxy]-2-chlorophenyl]pentanoic acid C(C)(C)(C)OC(=O)N[C@H](COC=1C(=C(C=CC1)CCCCC(=O)O)Cl)CCC(N)=O